bis(2,4-dimethoxyphenyl)pyridine COC1=C(C=CC(=C1)OC)C=1C(=NC=CC1)C1=C(C=C(C=C1)OC)OC